N-(4-aminobenzyl)-2-(7-methoxy-9H-carbazol-2-yl)acetamide NC1=CC=C(CNC(CC2=CC=3NC4=CC(=CC=C4C3C=C2)OC)=O)C=C1